[2-(2-ethoxy-2-oxo-ethoxy)ethoxymethyl]Piperidine-1-carboxylic acid tert-butyl ester C(C)(C)(C)OC(=O)N1C(CCCC1)COCCOCC(=O)OCC